1-(2-fluorophenyl)cyclopentane-1-carboxylic acid FC1=C(C=CC=C1)C1(CCCC1)C(=O)O